C(CCCCCCC)OC(CCCO)OCCCCCCCC 4,4-dioctyloxy-1-butanol